tris(4-hydroxy-2,5-dimethylphenyl)-2-hydroxyphenyl-methane tert-butyl-(S)-(1-(3-(2-isopropoxypyridin-4-yl)-1,2,4-oxadiazol-5-yl)ethyl)carbamate C(C)(C)(C)N(C(O)=O)[C@@H](C)C1=NC(=NO1)C1=CC(=NC=C1)OC(C)C.OC1=CC(=C(C=C1C)C(C1=C(C=CC=C1)O)(C1=C(C=C(C(=C1)C)O)C)C1=C(C=C(C(=C1)C)O)C)C